2,3,4,5,5-pentafluoro-3-(trifluoromethyl)sulfolane FC1S(=O)(=O)C(C(C1(C(F)(F)F)F)F)(F)F